FC(C(=O)[O-])(F)F.NC(=O)C1=CC=CC2=CN(N=C12)C1=CC=C(CN2C3C[NH+](CC2CC3)CC3=CC=CC=C3)C=C1 8-{4-[7-(aminocarbonyl)-2H-indazol-2-yl]benzyl}-3-benzyl-8-aza-3-azoniabicyclo[3.2.1]octane trifluoroacetate